NC1=NC=CC=C1C1=NC=2C(=NC(=CC2)C2=CC=CC=C2)N1C1=CC=C(CN2CCC(CC2)N(C(OCCCC)=O)C([2H])([2H])[2H])C=C1 Z-Butyl (1-(4-(2-(2-aminopyridin-3-yl)-5-phenyl-3H-imidazo[4,5-b]pyridin-3-yl)benzyl)piperidin-4-yl)(methyl-d3)carbamate